ClC1=C(C(=O)N2CCN(CC2)C(C[N+](C)(C)C)=O)C=CC(=C1)NC(=O)C=1N(C(=CN1)C1=C(C=C(C=C1)OCF)F)C [2-[4-[2-chloro-4-[[5-[2-fluoro-4-(fluoromethoxy)phenyl]-1-methyl-imidazole-2-carbonyl]amino]benzoyl]piperazin-1-yl]-2-oxo-ethyl]-trimethyl-ammonium